COC1=CC=CC(=N1)C1=NC=C(C=C1)S(=O)(=O)NC=1C=CC=C2C=NN(C12)C 6'-METHOXY-N-(1-METHYL-1H-INDAZOL-7-YL)-[2,2'-BIPYRIDINE]-5-SULFONAMIDE